NC1=C(C=2C=NC=C(C2N1C1=C(C(=CC(=C1C)OC)F)C)F)C#N 2-amino-7-fluoro-1-(3-fluoro-5-methoxy-2,6-dimethylphenyl)-1H-pyrrolo[3,2-c]pyridine-3-carbonitrile